C[C@@H]1C2=CN(N=C2C2=C(C1)OC(=C2C(F)(F)F)C(=O)NC[C@H]2OCCC2)CC2CCN(CC2)C(=O)C2(CC2)C (4S)-4-methyl-2-{[1-(1-methylcyclopropane-1-carbonyl)piperidin-4-yl]methyl}-N-{[(2S)-oxolane-2-yl]methyl}-8-(trifluoromethyl)-4,5-dihydro-2H-furo[2,3-g]indazole-7-carboxamide